7-((1-Methyl-1H-pyrazol-4-yl)sulfonyl)-4,7-diazaspiro[2.5]octane hydrochloride Cl.CN1N=CC(=C1)S(=O)(=O)N1CCNC2(CC2)C1